4-quinolylacetate N1=CC=C(C2=CC=CC=C12)CC(=O)[O-]